Ethyl 7-hydroxyfuro[3,2-c]pyridine-6-carboxylate OC=1C2=C(C=NC1C(=O)OCC)C=CO2